2-(3-bromophenyl)-5-(trifluoromethyl)-2,3-dihydrobenzofuran BrC=1C=C(C=CC1)C1OC2=C(C1)C=C(C=C2)C(F)(F)F